FC1=C(C=C(C(=C1)OC)F)NC(=O)N[C@@H](C)C=1N(N=CN1)C1=NC=CC=N1 1-(2,5-difluoro-4-methoxy-phenyl)-3-[(1S)-1-(2-pyrimidin-2-yl-1,2,4-triazol-3-yl)ethyl]urea